C(CCC)P(OCC(CCCC)CC)([O-])=O (2-ethylhexyl) (butyl phosphonate)